1,3-propanediol mono-propionate C(CC)(=O)OCCCO